2-(4-(4-((4H-1,2,4-triazol-3-yl)methoxy)-3-fluoro-5-methoxyphenyl)-6-methoxy-3-methyl-2-oxo-2,3-dihydro-1H-benzo[d]imidazol-1-yl)-N-(4-fluorophenyl)acetamide hydrochloride salt Cl.N=1N=C(NC1)COC1=C(C=C(C=C1OC)C1=CC(=CC=2N(C(N(C21)C)=O)CC(=O)NC2=CC=C(C=C2)F)OC)F